C(C)(C)(C)OC(C1=NC(=CC=C1C1=CN(C=C1)CC1=CC=CC=C1)N1CC2=C(C=CC=C2CC1)C(NC=1SC2=C(N1)C=CC=C2)=O)=O 6-(8-(benzo[d]thiazol-2-ylcarbamoyl)-3,4-dihydroisoquinolin-2(1H)-yl)-3-(1-benzyl-1H-pyrrol-3-yl)picolinic acid tert-butyl ester